thiophene diformate C(=O)O.C(=O)O.S1C=CC=C1